N1(C=NC=C1)C1=CC(=CC(=N1)C(=O)NC1CC(OCC1)C)C 6-(1H-imidazol-1-yl)-4-methyl-N-(2-methyltetrahydro-2H-pyran-4-yl)picolinamide